C(C)OC1=C(C=CC(=N1)[C@@H](CS(=O)(=O)C)N1C(NC2=C1C=CC(=C2)C2=C(C=CC=C2)C)=O)OC (S)-1-(1-(6-ethoxy-5-methoxypyridin-2-yl)-2-(methylsulfonyl)ethyl)-5-(o-methylphenyl)-1H-benzo[d]imidazol-2(3H)-one